rac-(4-{4-[(6-cyclopropyl-imidazo[1,5-a]pyrazin-5-yl)-hydroxy-methyl]-[1,2,3]triazol-1-yl}-phenyl)-carbamic acid methyl ester COC(NC1=CC=C(C=C1)N1N=NC(=C1)[C@H](O)C1=C(N=CC=2N1C=NC2)C2CC2)=O |r|